C(CCC)N(C1=CC=C(C=CC=O)C=C1)CCCC 4-DIBUTYLAMINOCINNAMALDEHYDE